C(=O)(O)C1C2C=CC(C1C(=O)O)C2 5,6-dicarboxylnorbornene